C(=O)[O-].C(C)(C)(C)OC(=O)NCCC[N+](CCO)(CC(=O)OC(C)(C)C)CCCNC(=O)OC(C)(C)C Bis[3-(tert-butoxycarbonylamino)propyl]-(2-tert-butoxy-2-oxo-ethyl)-(2-hydroxyethyl)ammonium formate